4-(2-butyldodecyl)-2-methylthiophene C(CCC)C(CC=1C=C(SC1)C)CCCCCCCCCC